ethyl 2-chloro-4-(2-(hydroxymethyl) piperidin-1-yl)-1,5-naphthyridine-3-carboxylate ClC1=NC2=CC=CN=C2C(=C1C(=O)OCC)N1C(CCCC1)CO